FC(C1=CC=C(C=C1)C1=CC=C(C=C1)C1=CC=C(N1)C(=O)N)(F)F (2R,5R)-5-{4-[4-(trifluoromethyl)phenyl]-phenyl}-1H-pyrrole-2-carboxamide